N-(4-fluoro-2-(1-phenylethyl)phenyl)acetamide tert-butyl-3-(7,7-dimethyl-5-oxo-6,7-dihydro-5H-pyrrolo[3,4-b]pyridin-2-yl)-7-fluoro-1H-indole-1-carboxylate C(C)(C)(C)OC(=O)N1C=C(C2=CC=CC(=C12)F)C1=CC=C2C(=N1)C(NC2=O)(C)C.FC2=CC(=C(C=C2)NC(C)=O)C(C)C2=CC=CC=C2